4-amino-1-(cyclohexylamino)-1-oxobutan NCCCC(=O)NC1CCCCC1